6,7-dihydro-1,4-oxaazepin O1C=CN=CCC1